7-(4-phenylbutanoyl)amino-4-(dipropyl)aminocyclohepta[7,6-b]indole xylenesulfonate C1(C(C=CC=C1)C)(C)S(=O)(=O)O.C1(=CC=CC=C1)CCCC(=O)NC1=CC2=NC3=C(C=CC=C3C2=CC=C1)N(CCC)CCC